C(C)(=O)N1CCC(CC1)NC/C=C/C(=O)OC methyl (E)-4-((1-acetylpiperidin-4-yl)amino)but-2-enoate